NC1=CC(=C(CC2=CCC(NN2[2H])=O)C(=C1)Cl)Cl 6-(4-Amino-2,6-dichlorobenzyl)pyridazin-3(2H)-one-1-d